NC1=NC2=CC(=C(C=C2C(=N1)N[C@@H](CO)CCCC)F)F (R)-2-((2-amino-6,7-difluoroquinazolin-4-yl)amino)hexan-1-ol